4-[4-(2-amino-1-hydroxyethyl)pyridin-2-yl]-3-(5-cyclopropyl-2-methylpyrazol-3-yl)oxybenzonitrile NCC(O)C1=CC(=NC=C1)C1=C(C=C(C#N)C=C1)OC=1N(N=C(C1)C1CC1)C